(4-amino-1,3-dihydrofuro[3,4-c][1,7]naphthyridin-8-yl)((3S)-3-(5-(trifluoromethyl)-2-thiophenyl)-4-morpholinyl)methanone NC1=NC=2C=NC(=CC2C2=C1COC2)C(=O)N2[C@@H](COCC2)C=2SC(=CC2)C(F)(F)F